CN1CC(C1)C(=O)NCCCNC1=NC(=NC=C1C(F)(F)F)NC=1C(=NN(C1)C1CCN(CC1)C)C 1-methyl-N-(3-((2-((3-methyl-1-(1-methylpiperidin-4-yl)-1H-pyrazol-4-yl)amino)-5-(trifluoromethyl)Pyrimidin-4-yl)amino)propyl)azetidine-3-carboxamide